N-(5-(2-(iso-propylamino)thieno[3,2-d]pyrimidin-7-yl)-1H-pyrazol-3-yl)-3-(methoxy-methyl)-1-methyl-1H-pyrazole-5-carboxamide C(C)(C)NC=1N=CC2=C(N1)C(=CS2)C2=CC(=NN2)NC(=O)C2=CC(=NN2C)COC